NC=1N=C(C2=C(N1)CN(C2)C(=O)OC(C)(C)C)C2=CC=CC=C2 tert-butyl 2-amino-4-phenyl-5,7-dihydro-6H-pyrrolo[3,4-d]pyrimidine-6-carboxylate